6-((3-fluorobenzyl)oxy)-1-methyl-5-phenyl-1H-pyrazolo[3,4-d]pyrimidin-4(5H)-one FC=1C=C(COC=2N(C(C3=C(N2)N(N=C3)C)=O)C3=CC=CC=C3)C=CC1